BrC1=CC(=C(C=C1)N1C(=NC(=C1F)C(=O)OC)CC)OC([2H])([2H])[2H] methyl 1-(4-bromo-2-(methoxy-d3)phenyl)-2-ethyl-5-fluoro-1H-imidazole-4-carboxylate